2-(1-(tert-butyl)-4-(3-(trifluoromethyl)phenoxy)-1H-pyrazole-5-carbonyl)-1-(2,4-dimethylbenzyl)hydrazine C(C)(C)(C)N1N=CC(=C1C(=O)NNCC1=C(C=C(C=C1)C)C)OC1=CC(=CC=C1)C(F)(F)F